C(#N)C=1C(=C(C(=C(C1C1=NC=CC=C1)C1=CC=C(C=C1)N1C2=CC=C(C=C2C=2C=C(C=CC12)C)C)N1C2=CC=CC=C2C=2C=C(C=CC12)C#N)N1C2=CC=CC=C2C=2C=C(C=CC12)C#N)C1=CC=C(C=C1)N1C2=CC=C(C=C2C=2C=C(C=CC12)C)C 9,9'-(5'-cyano-4,4''-bis(3,6-dimethyl-9H-carbazol-9-yl)-6'-(pyridin-2-yl)-[1,1':4',1''-terphenyl]-2',3'-diyl)bis(9H-carbazole-3-carbonitrile)